6-bromo-2-(4-(trifluoromethyl)phenyl)-[1,2,4]triazolo[1,5-a]pyridine BrC=1C=CC=2N(C1)N=C(N2)C2=CC=C(C=C2)C(F)(F)F